Sodium 3-[4-(4-{5-[6-ethoxy-5-(trifluoromethyl)pyridin-3-yl]-7-[(3-methoxy-2,2-dimethylpropyl) (methyl) amino]-1H-imidazo[4,5-b]pyridin-2-yl}phenyl)piperazin-1-yl]propanoate C(C)OC1=C(C=C(C=N1)C1=CC(=C2C(=N1)N=C(N2)C2=CC=C(C=C2)N2CCN(CC2)CCC(=O)[O-])N(C)CC(COC)(C)C)C(F)(F)F.[Na+]